5-chloro-2-methylbenzene ClC=1C=CC(=CC1)C